(R)-6-(2,2-difluoro-6-(2-methylpyridin-4-yl)morpholino)-8-(2,4-difluorophenyl)-2,3-dimethylpyrimido[5,4-d]pyrimidin-4(3H)-one FC1(O[C@@H](CN(C1)C=1N=C(C=2N=C(N(C(C2N1)=O)C)C)C1=C(C=C(C=C1)F)F)C1=CC(=NC=C1)C)F